O=C(CSSCC(=O)O)OCCOC(CCCCCCC\C=C/CCCCCCCC)=O (2-oxo-2-(2-((Z)-oleoyloxy)ethoxy)ethyldithio)acetic acid